CN(/C=C/C(=O)C1(CC1)C(=O)OC)C methyl (E)-1-(3-(dimethylamino)acryloyl)cyclopropane-1-carboxylate